FC=1C=CC(=NC1)C=1C=NC(=CC1)NC(CCC(=O)N1C=2N(CCC1)N=C(C2)C)=O N-(5-fluoro-2,3'-bipyridin-6'-yl)-4-(2-methyl-6,7-dihydropyrazolo[1,5-a]pyrimidin-4(5H)-yl)-4-oxobutanamide